C(C)(=O)OC1COC(C(C1)O)CO 5-hydroxy-6-(hydroxymethyl)tetrahydro-2H-pyran-3-yl acetate